N-((1R,2S)-2-phenylcyclopropyl)-3-((4-(pyrimidin-5-yl)phenyl)amino)benzamide C1(=CC=CC=C1)[C@H]1[C@@H](C1)NC(C1=CC(=CC=C1)NC1=CC=C(C=C1)C=1C=NC=NC1)=O